((1r,4r)-4-(5-bromo-6-methoxy-2H-indazol-2-yl)cyclohexyl)-N-methylacetamide BrC1=CC2=CN(N=C2C=C1OC)C1CCC(CC1)CC(=O)NC